C1CC12CCN(CC2)C=2C=C(C=CC2N2N=NC(=C2)C=2C=C1C=CC(=NC1=C(C2)N2CCC(CC2)(F)F)C)NS(=O)(=O)CCO N-(3-{6-azaspiro[2.5]octan-6-yl}-4-{4-[8-(4,4-difluoropiperidin-1-yl)-2-methylquinolin-6-yl]-1H-1,2,3-triazol-1-yl}phenyl)-2-hydroxyethane-1-sulfonamide